ethyl 2-[2-[(2S)-2-(2-formyl-3-hydroxyphenoxymethyl)piperidine-1-carbonyl]phenyl]acetate C(=O)C1=C(OC[C@H]2N(CCCC2)C(=O)C2=C(C=CC=C2)CC(=O)OCC)C=CC=C1O